FC1=C(C(=CC=C1)OC)C=1C=C2/C(/C(NC2=CC1)=O)=C(\C)/NC1=CC=C(C=C1)N1CCOCC1 (Z)-5-(2-Fluoro-6-methoxyphenyl)-3-(1-((4-morpholinophenyl)amino)ethylidene)indolin-2-one